1-(1-(2,2-difluoroethyl)-1H-indazol-6-yl)ethan-1-one FC(CN1N=CC2=CC=C(C=C12)C(C)=O)F